N-vinyl-butyramide C(=C)NC(CCC)=O